ClC1=CC=C(C(=N1)C#N)O[C@H](C)C=1C=C(C=C2C(C(=C(OC12)C1=CC2=C(N(CCO2)C)C=C1)C)=O)C 6-Chloro-3-[(1R)-1-[3,6-dimethyl-2-(4-methyl-2,3-dihydro-1,4-benzoxazin-7-yl)-4-oxo-chromen-8-yl]ethoxy]pyridine-2-carbonitrile